2,4,6-tris[m-(diphenylphosphinoyl)phenyl]-1,3,5-triazine C1(=CC=CC=C1)P(=O)(C=1C=C(C=CC1)C1=NC(=NC(=N1)C1=CC(=CC=C1)P(=O)(C1=CC=CC=C1)C1=CC=CC=C1)C1=CC(=CC=C1)P(=O)(C1=CC=CC=C1)C1=CC=CC=C1)C1=CC=CC=C1